C(CN(P(O)(O)=O)P(O)(O)=O)N(P(O)(O)=O)P(O)(O)=O.[Ca] calcium ethylenediaminetetraphosphonic acid